C(=O)(O)CC(CC(=O)O)CCC(=O)O 2-carboxymethylbutane-1,4-dicarboxylic acid